3-(5-chloro-1,3-thiazol-2-yl)-5-(2-methoxy-2-methylpropoxy)benzoic acid ClC1=CN=C(S1)C=1C=C(C(=O)O)C=C(C1)OCC(C)(C)OC